(trans)-4-(4-(6-(2-chloro-3,4-difluorophenyl)-5-(ethoxycarbonyl)-2-(thiazol-2-yl)-3,6-dihydropyrimidin-4-yl)cyclohexyl)benzoic acid ClC1=C(C=CC(=C1F)F)C1C(=C(NC(=N1)C=1SC=CN1)[C@@H]1CC[C@H](CC1)C1=CC=C(C(=O)O)C=C1)C(=O)OCC